ClC1=NC=CC(=C1)C#CC=1N=C(N(C1)C1=CC=C(C=C1)F)C(=O)N 4-(2-Chloro-pyridin-4-ylethynyl)-1-(4-fluoro-phenyl)-1H-imidazole-2-carboxylic acid amide